C[Si](\C=C(/C1=C(C=CC=C1)[Si](C)(C)C)\C1=CC=C(C=C1)C)(C)C (Z)-trimethyl-(2-(p-tolyl)-2-(2-(trimethylsilyl)phenyl)vinyl)silane